5-Amino-N-(3-cyano-1H-indol-7-yl)-1-(fluoromethyl)pyrazol-4-sulfonamid NC1=C(C=NN1CF)S(=O)(=O)NC=1C=CC=C2C(=CNC12)C#N